BrC1=C(C(=O)OC)C=C(C=C1C)NC1=NC=C(C(=N1)NC1CCCC1)Cl methyl 2-bromo-5-[[5-chloro-4-(cyclopentylamino)pyrimidin-2-yl] amino]-3-methyl-benzoate